BrC=1N=C(N2C1C(=CC(=C2)S(=O)(=O)Cl)Cl)C=2SC(=NN2)C(F)F 1-bromo-8-chloro-3-(5-(difluoromethyl)-1,3,4-thiadiazol-2-yl)imidazo[1,5-a]Pyridine-6-sulfonyl chloride